C(C1=CC=CC=C1)OC(=O)N1CC2CCC(C1)N2C2=NN1C(CN(CC1)C(=O)OC(C)(C)C)=C2 tert-butyl 2-(3-((benzyloxy)carbonyl)-3,8-diazabicyclo[3.2.1]octan-8-yl)-6,7-dihydropyrazolo[1,5-a]pyrazine-5(4H)-carboxylate